tert-butyl 3-(3-chloro-2-methylphenyl)-3-((2-isopropyl-1-oxo-1,2-dihydroisoquinolin-7-yl)amino)azetidine-1-carboxylate ClC=1C(=C(C=CC1)C1(CN(C1)C(=O)OC(C)(C)C)NC1=CC=C2C=CN(C(C2=C1)=O)C(C)C)C